5-cyclopropyl-8-[4-(2-methoxyethoxy)-3-methyl-phenyl]-4-[(1-naphthyl)methyl]-2-oxo-7-thia-1-azabicyclo[4.3.0]non-3,5,8-triene-9-carboxylic acid C1(CC1)C=1C(=CC(N2C(=C(SC12)C1=CC(=C(C=C1)OCCOC)C)C(=O)O)=O)CC1=CC=CC2=CC=CC=C12